5-methoxymethylene-1H-pyrazole-3-carboxylic acid methyl ester COC(=O)C=1NNC(C1)=COC